3-(5-(((1S,2R)-2-(7,8-dihydro-1,6-naphthyridin-6(5H)-yl)cyclopentyl)oxy)-1-oxoisoindolin-2-yl)piperidine-2,6-dione N1=CC=CC=2CN(CCC12)[C@H]1[C@H](CCC1)OC=1C=C2CN(C(C2=CC1)=O)C1C(NC(CC1)=O)=O